2,2,2-trifluoro-1-[1'-(5-isopentyloxypyridine-2-carbonyl)-2-methyl-spiro[3,4-dihydropyrrolo[1,2-a]pyrazine-1,4'-piperidine]-6-yl]ethanone FC(C(=O)C1=CC=C2N1CCN(C21CCN(CC1)C(=O)C1=NC=C(C=C1)OCCC(C)C)C)(F)F